OCC[NH+]1C(N(C(C=C1C)C)CCO)=S 1,2-dihydro-1,3-bis(2-hydroxyethyl)-4,6-dimethyl-2-thioxo-pyrimidinium